6-(4-((3R,4S)-3-(dimethylamino)-4-methylpyrrolidin-1-yl)-5,6-difluoro-8-(methylamino)-9H-pyrido[2,3-b]indol-3-yl)-1-methyl-4-oxo-1,4-dihydro-1,8-naphthyridine-3-carboxylic acid CN([C@H]1CN(C[C@@H]1C)C1=C(C=NC=2NC3=C(C=C(C(=C3C21)F)F)NC)C=2C=C1C(C(=CN(C1=NC2)C)C(=O)O)=O)C